1-(2,2-Difluoro-1-methoxypropyl)-4-fluoro-2-methoxybenzene FC(C(OC)C1=C(C=C(C=C1)F)OC)(C)F